(S)-4-((1-(4-(5'-chloro-[2,3'-bipyridin]-4-yl)-2,5-difluorophenyl)ethyl)amino)-2-ethyl-2,3-dihydro-1H-pyrrolo[3,4-c]pyridin-1-one ClC=1C=C(C=NC1)C1=NC=CC(=C1)C1=CC(=C(C=C1F)[C@H](C)NC1=NC=CC2=C1CN(C2=O)CC)F